ClC=1C(=NC=CC1N(C)C)C(=O)N chloro[4-(dimethylamino)-2-pyridinecarboxamide]